O1C(=NC2=C1C=CC=C2)SCC(=O)C2=NC=C(C=C2)C2=NOC(=N2)C(F)(F)F 2-(benzo[d]oxazol-2-ylthio)-1-(5-(5-(trifluoromethyl)-1,2,4-oxadiazol-3-yl)pyridin-2-yl)ethan-1-one